5-methyl-4,6-nonanediol benzoate phenylglyoxylate C1(=CC=CC=C1)C(C(=O)OC(C(C(CCC)OC(C1=CC=CC=C1)=O)C)CCC)=O